C(C)OC(CC(C1=C(C2=C(N(N=N2)CCCCO)C=C1)C)C1=CC(=C(C(=C1)C)Cl)CN1S(OC(=CC1)O)(=O)=O)=O 3-[4-chloro-3-[(6-hydroxy-2,2-dioxo-4H-1,2λ6,3-oxathiazin-3-yl)methyl]-5-methyl-phenyl]-3-[1-(4-hydroxybutyl)-4-methyl-benzotriazol-5-yl]propanoic acid ethyl ester